CN([C@H]1[C@@H](CCCC1)N)C trans-N',N2-dimethylcyclohexane-1,2-diamine